OC1=C(C(=O)C2=CC=CC=C2)C=CC=C1 HYDROXYBENZOPHENON